nickel-manganese sulfide [S-2].[Mn+2].[Ni+2].[S-2]